CS(=O)(=O)C1=C2C=CN(C2=C(C=C1)NCC#C)S(=O)(=O)C1=CC=CC=C1 4-(methylsulfonyl)-1-(phenylsulfonyl)-N-(prop-2-yn-1-yl)-1H-indol-7-amine